C(C1=CC=CC=C1)N1CC(CC(C1)(C)C)NC1=C2C(=NC=3C=C(C(=CC13)OC)OC)CCC2 1-benzyl-N-[6,7-dimethoxy-1H,2H,3H-cyclopenta[b]quinolin-9-yl]-5,5-dimethylpiperidin-3-amine